diiodo-benzenediol IC=1C(=C(C(=CC1)O)O)I